BrC=1C=CC(=NC1)SSC1=NC=CC=C1 5-bromo-2-(2-pyridyldithio)-pyridine